ClC=1C2=C(N=CN1)N(C=C2)[C@@H]2C[C@@]([C@@H]1[C@H]2OC(O1)(C)C)(O)CO (3aS,4R,6R,6aS)-6-(4-chloropyrrolo[2,3-d]pyrimidin-7-yl)-4-(hydroxymethyl)-2,2-dimethyl-3a,5,6,6a-tetrahydrocyclopenta[d][1,3]dioxol-4-ol